O=S1(CCN(CC1)C(=O)N1C[C@@H]2CN([C@H](C1)C(C2)(C)C)C(=O)OC(C)(C)C)=O tert-butyl (1R,5S)-3-(1,1-dioxidothiomorpholine-4-carbonyl)-9,9-dimethyl-3,6-diazabicyclo[3.2.2]nonane-6-carboxylate